butaneic acid C(CCC)(=O)O